6-chloro-2-methyl-4-((2-methyl-2,4-dihydrochromeno[4,3-c]pyrazol-6-yl)amino)-1,2-dihydro-3H-pyrazolo[3,4-b]pyridin-3-one ClC1=CC(=C2C(=N1)NN(C2=O)C)NC2=CC=CC1=C2OCC=2C1=NN(C2)C